ClC1=C(N=C(S1)N)C1=CC(=C(C=C1)F)Cl 5-chloro-4-(3-chloro-4-fluorophenyl)thiazol-2-amine